N(=[N+]=[N-])CCN1C(C2=CC=CC=C2C1(C1=CC=C(C=C1)O)C1=CC=C(C=C1)O)=O 2-(2-azidoethyl)-3,3-bis(4-hydroxyphenyl)isoindolin-1-one